C(C)(C)(C)N1N=CC(=C1F)C(=O)NC1=C(C=C(C(=C1)C=1C=C(C=2N(C1)N=NN2)N2CCOCC2)C)F 1-Tert-butyl-5-fluoro-N-{2-fluoro-4-methyl-5-[8-(morpholin-4-yl)-[1,2,3,4]tetrazolo[1,5-a]pyridin-6-yl]phenyl}pyrazole-4-carboxamide